CCC(C(=O)O)(C)Br.BrC(C(=O)OC)(C)C Methyl 2-bromoisobutyrate (Methyl alpha-bromoisobutyrate)